C(=O)C1=CC(=C(OCCCCNC(OC(C)(C)C)=O)C=C1)O tert-butyl (4-(4-formyl-2-hydroxyphenoxy)butyl)carbamate